P(=S)#CCCCC(C)CCCCCCCCCC(=O)NC1=NC(N([C@H]2C[C@H](O)[C@@H](CO)O2)C=C1)=O thiophosphoryl-N4-(2-hexyl)decanoyl-deoxycytidine